Cl.COC1=CC=C(C=C1)CCCN[C@H](CC1=CC=CC=C1)C (S)-3-(4-methoxyphenyl)-N-(1-phenylpropan-2-yl)propan-1-amine hydrochloride